C1OCC12CC(C2)OC2=C1C(=NC(=C2)Cl)C2(OCC1)COCC2 4'-((2-oxaspiro[3.3]heptane-6-yl)oxy)-2'-chloro-4,5,5',6'-tetrahydro-2H-spiro[furan-3,8'-pyrano[3,4-b]pyridine]